C1(CC1)C1=NC(=CC(=C1)C1=C(C=C(C#N)C=C1)C1=NN=CN1C)N1C(C2=CC(=CC(=C2C1)F)CN[C@@H](COC)C)=O 4-{2-cyclopropyl-6-[4-fluoro-6-({[(2R)-1-methoxyprop-2-yl]amino}methyl)-1-oxo-3H-isoindol-2-yl]pyridin-4-yl}-3-(4-methyl-1,2,4-triazol-3-yl)benzonitrile